C(C)(C)(C)OOC(C(=O)O)C(CC(C)(C)C)C.NC1=C2C(N(C(=NC2=CC=C1)C)C1C(NC(CC1)=O)=O)=O 3-(5-amino-2-methyl-4-oxoquinazolin-3(4H)-yl)piperidine-2,6-dione tert-butylperoxy-3,5,5-trimethyl-hexanoate